(R)-3-([1,1'-biphenyl]-4-yl)-2-((tert-butoxycarbonyl)amino)propanoic acid C1(=CC=C(C=C1)C[C@H](C(=O)O)NC(=O)OC(C)(C)C)C1=CC=CC=C1